C(#N)C=1C=CC=C2NC[C@@H](NC12)[C@@H](C1=CC=CC=C1)NCCC=1C=C(C=CC1)[C@H](C(=O)O)COC |o1:28| (S or R)-2-(3-(2-(((R)-((R)-8-cyano-1,2,3,4-tetrahydroquinoxalin-2-yl)(phenyl)methyl)amino)ethyl)phenyl)-3-methoxypropanoic acid